ClC1=CC=C(C=C1)NC1=NC(=NC(=N1)N1CCOCC1)C(C)(C)NC(C1=NC=C(C=C1)OC)=O N-(2-(4-((4-chlorophenyl)amino)-6-morpholino-1,3,5-triazin-2-yl)propan-2-yl)-5-methoxypicolinamide